(R)-N-(pyrrolidin-3-yl)cyclopropanecarboxamide N1C[C@@H](CC1)NC(=O)C1CC1